4-[2-chloro-6-cyano-4-[1-methyl-1-[4-[(2-methylsulfanylpyrimidin-4-yl)methoxy]phenyl]ethyl]phenoxy]-2-methyl-butanoic acid ClC1=C(OCCC(C(=O)O)C)C(=CC(=C1)C(C)(C1=CC=C(C=C1)OCC1=NC(=NC=C1)SC)C)C#N